BrC1=CN(C2=C1C=NC(=C2)NC(C)=O)C2=NC=CC(=N2)C(C)(F)F N-(3-bromo-1-(4-(1,1-difluoroethyl)pyrimidin-2-yl)-1H-pyrrolo[3,2-c]pyridin-6-yl)acetamide